C12(C(=CC=C3C4=CC=CC=C4C=C13)C=1C(=C3C=4C(=C(C(=C(C4CC3=CC1)N(C1=C(C=CC=C1)C1=CC=CC=C1)C=1C3(C4=CC5=CC=CC=C5C4=CC1)C=CC=C1C4=CC=CC=C4C=C13)C)C)C1=C(C(=CC=3C4=CC=CC=C4CC13)C)C)C1=C(C(=CC=3C4=CC=CC=C4CC13)C)C)C=CC=C1C3=CC=CC=C3C=C12 (spirobifluorenyl)bis(dimethylfluorenyl)(spirobifluorenyl)(biphenylyl)(dimethylfluorenyl)amine